BrC1=C(C=C(C(=C1C(C)C)F)F)C1=CC(=NC=C1)F 4-(2-bromo-4,5-difluoro-3-isopropylphenyl)-2-fluoropyridine